Ethyl 2-(2-oxo-5-((1-phenyl-2,5,8,11,14-pentaoxahexadecan-16-yl)amino)pyridin-1(2H)-yl)acetate O=C1N(C=C(C=C1)NCCOCCOCCOCCOCCOCC1=CC=CC=C1)CC(=O)OCC